C(N)(=N)C=1C=C(SC1)CNC(=O)[C@H]1N(C[C@@H](C1)OC1CC1)C(CNC(C1=CC=C(C=C1)OC1=CC=CC=C1)=O)=O (2S,4R)-N-((4-carbamimidoylthiophen-2-yl)methyl)-4-cyclopropoxy-1-((4-phenoxy-benzoyl)glycyl)pyrrolidine-2-carboxamide